(E)-2-((5-methylfuran-2-yl)methylene)hydrazine-1-carboxamide CC1=CC=C(O1)\C=N\NC(=O)N